CC=1C=C2C=C3C(=NC2=CC1)CCCCCC3 2-methyl-6,7,8,9,10,11-hexahydrocycloocta[b]quinoline